5-benzyloxy-2-(4-bromo-2,6-dichloro-phenoxy)pyridine-4-sulfonyl chloride C(C1=CC=CC=C1)OC=1C(=CC(=NC1)OC1=C(C=C(C=C1Cl)Br)Cl)S(=O)(=O)Cl